tert-Butyl 7-(3-amino-8-chloro-6-isoquinolyl)-8-methyl-2,3-dihydropyrido[2,3-b][1,4]oxazine-1-carboxylate NC=1N=CC2=C(C=C(C=C2C1)C1=C(C2=C(OCCN2C(=O)OC(C)(C)C)N=C1)C)Cl